C(N)(=O)C1=CC(=NC(=C1C1=CC(=C(C=C1)OC)F)C1=CC(=C(C=C1)C#N)F)N1CCC(CC1)NC(OC(C)(C)C)=O Tert-Butyl (1-(4-carbamoyl-6-(4-cyano-3-fluorophenyl)-5-(3-fluoro-4-methoxyphenyl)pyrid-2-yl)piperid-4-yl)carbamate